FC=1C=CC(=NC1)C1=NN2C(OCC3(C2)CC3)=C1C1=C3C(=NC(=C1)C)NN=C3 2'-(5-fluoropyridin-2-yl)-3'-(6-methyl-1H-pyrazolo[3,4-b]pyridin-4-yl)-5'H,7'H-spiro[cyclopropane-1,6'-pyrazolo[5,1-b][1,3]oxazine]